N[C@@H](CCCCN=[N+]=[N-])C(=O)O Azido-Lysin